C(C)(C)N1CN(C=2N=NC=3C=CC=CC3C21)C 1-isopropyl-3-methyl-1H-imidazo[4,5-c]cinnolin